C(C)(C)(C)OC(=O)N[C@H](C(=O)O)CNC(=N)N (2S)-2-(tert-butoxycarbonylamino)-3-guanidino-propanoic acid